CC(=S)C(=O)N THIOXOPROPANAMIDE